7-(1-ethyl-2-oxo-1,2-Dihydropyridin-4-yl)-1,3,4,5-tetrahydro-2H-benzo[c]azepine-2-carboxylic acid tert-butyl ester C(C)(C)(C)OC(=O)N1CC2=C(CCC1)C=C(C=C2)C2=CC(N(C=C2)CC)=O